2-[2-[2-fluoro-4-(trifluoromethyl)benzyl]-2,7-diazaspiro[3.5]nonane-7-carbonyl]-7-oxa-2,5-diazaspiro[3.5]nonan-6-one FC1=C(CN2CC3(C2)CCN(CC3)C(=O)N3CC2(C3)NC(OCC2)=O)C=CC(=C1)C(F)(F)F